C(C(CCC)O)O 1,2-Pentan-diol